ClC=1C(=CC(=C(C1)N(C(=O)[C@H]1N(C(C[C@H]1F)=O)C1=NC(=CC(=C1)C(F)(F)F)C)C)F)F (2R,3R)-N-(5-chloro-2,4-difluoro-phenyl)-3-fluoro-N-methyl-1-[6-methyl-4-(trifluoromethyl)-2-pyridyl]-5-oxo-pyrrolidine-2-carboxamide